COC1(CCCCC1)C#C/C=C/C(=O)OCC Ethyl (E)-5-(1-methoxycyclohexyl)pent-2-en-4-ynoate